4-(5-(7-(4,4-Difluoropiperidin-1-yl)pyrazolo[1,5-a]pyridin-5-yl)-1H-imidazol-2-yl)-3-(6-azaspiro[2.5]oct-6-yl)aniline FC1(CCN(CC1)C1=CC(=CC=2N1N=CC2)C2=CN=C(N2)C2=C(C=C(N)C=C2)N2CCC1(CC1)CC2)F